ClC1=CC=C(C=C1)NC(=O)N1CC2=C(CC1)SC(=C2)C2=NOC(=N2)C(F)(F)F N-(4-chlorophenyl)-2-(5-(trifluoromethyl)-1,2,4-oxadiazol-3-yl)-6,7-dihydrothieno[3,2-c]pyridine-5(4H)-carboxamide